3-((3-chloro-4-iodopyridin-2-yl)amino)azetidine-1-carboxylic acid tert-butyl ester C(C)(C)(C)OC(=O)N1CC(C1)NC1=NC=CC(=C1Cl)I